3-(4-(3,6-diazabicyclo[3.1.1]heptane-6-yl)-7-fluoro-1-oxoisoindoline-2-yl)piperidine C12CNCC(N1C1=C3CN(C(C3=C(C=C1)F)=O)C1CNCCC1)C2